NCC12C3(CCC(C2CCC1)C3)CN bis(aminomethyl)tricyclo[5.2.1.0<2,6>]-decane